C(C1=CC=CC=C1)NCCNCCCN benzyl-N-(3-aminopropyl)ethylenediamine